CC1=NN(C(=C1)C)CC1=CC=C(O1)C(=O)N 5-((3,5-dimethyl-1H-pyrazol-1-yl)methyl)furan-2-carboxamide